[N+](=O)([O-])C=1C=CC(=NC1)OC1=CC(=C(C=C1)C1=CC=CC=C1)OC1=CC=C(C=C1)[N+](=O)[O-] 5-nitro-2-((2-(4-nitrophenoxy)-[1,1'-biphenyl]-4-yl)oxy)pyridine